C(C1=CN=CC=C1)C([C@@H]([C@@H]1C(=C(C(=O)O1)O)[O-])O)(O)CC1=CN=CC=C1 di-nicotinyl-ascorbate